CSC=1C(=NC(=NC1)NC1=CC=C(C(=O)NC2=C(C=CC=C2)C)C=C1)C1=CC=C(C=C1)OC(F)(F)F 4-[5-methylsulfanyl-4-(4-trifluoromethoxy-phenyl)-pyrimidin-2-ylamino]-N-o-tolyl-benzamide